(1,3-benzothiazol-2-ylsulfanyl)-N-(4-nitro-1,2,5-oxadiazol-3-yl)acetamide S1C(=NC2=C1C=CC=C2)SCC(=O)NC2=NON=C2[N+](=O)[O-]